[Si](C)(C)(C(C)(C)C)OCCN1C(=NN=C1C(F)(F)F)CN(C(=O)NC1=CC(=C(C=C1)F)Cl)C=1C=NC(=CC1)OC 1-((4-(2-(tert-Butyldimethylsilyloxy)ethyl)-5-(trifluoromethyl)-4H-1,2,4-triazol-3-yl)methyl)-3-(3-chloro-4-fluorophenyl)-1-(6-methoxypyridin-3-yl)urea